2-hydroxyheptadecane OC(C)CCCCCCCCCCCCCCC